(4-bromophenyl)-2-(1,4-dioxan-2-yl)acethydrazide BrC1=CC=C(C=C1)C(C(=O)NN)C1OCCOC1